7-{2-[(dimethylamino)methyl]-1H-indol-3-yl}-1H,5H,6H,7H-pyrrolo[3,4-f]indazol-5-one CN(C)CC=1NC2=CC=CC=C2C1C1NC(C=2C=C3C=NNC3=CC21)=O